Bis(2,6-di-tert-butyl-4-methylphenyl)pentaerythritol diphosphit OP(O)OP(O)O.C(C)(C)(C)C1=C(C(=CC(=C1)C)C(C)(C)C)C(O)(C(CO)(CO)CO)C1=C(C=C(C=C1C(C)(C)C)C)C(C)(C)C